6-benzyloxy-12,12-dimethyl-17-nitro-6,15-bis(trifluoromethyl)-19-oxa-3,4,13,18-tetrazatricyclo[12.3.1.12,5]nonadeca-1(18),2,4,8,14,16-hexaene C(C1=CC=CC=C1)OC1(C2=NN=C(C=3C(=CC(=C(NC(CCC=CC1)(C)C)N3)C(F)(F)F)[N+](=O)[O-])O2)C(F)(F)F